racemic-cis-3-amino-4-hydroxypyrrolidine-1-carboxylic acid tert-butyl ester C(C)(C)(C)OC(=O)N1C[C@H]([C@H](C1)O)N |r|